2-[2-[(2S)-2-methylazetidin-1-yl]-6,7-dihydro-5H-cyclopenta[d]pyrimidin-4-yl]phenol C[C@@H]1N(CC1)C=1N=C(C2=C(N1)CCC2)C2=C(C=CC=C2)O